(4-(4,5-bis(4-methoxyphenyl)-1-phenyl-1H-imidazol-2-yl)phenyl)boronic acid COC1=CC=C(C=C1)C=1N=C(N(C1C1=CC=C(C=C1)OC)C1=CC=CC=C1)C1=CC=C(C=C1)B(O)O